C(C)(C)(C)OC(=O)N1C(CN(C(C1)C)C=1C2=C(N(C(N1)=O)C=1C(=NC=CC1C)C(C)C)N=C(C(=C2)F)C2=C(C=CC=C2F)N)C 4-(7-(2-amino-6-fluorophenyl)-6-fluoro-1-(2-isopropyl-4-methylpyridin-3-yl)-2-oxo-1,2-dihydropyrido[2,3-d]pyrimidin-4-yl)-2,5-dimethylpiperazine-1-carboxylic acid tert-butyl ester